(R)-1-(2-methyl-3-(trifluoromethyl)phenyl)ethylamine hydrochloride Cl.CC1=C(C=CC=C1C(F)(F)F)[C@@H](C)N